[Cl-].C[N+](CCOC(CCCCCCCCCCCCCCCCC)=O)(CCOC(CCCCCCCCCCCCCCCCC)=O)C dimethyl-bis[2-[(1-oxooctadecyl)oxy]ethyl]ammonium chloride